C(C)(C)(C)OC(N([C@@H]1COC2=C1C=CC(=C2)NS(=O)(=O)C(F)(F)F)C)=O (S)-methyl-(6-((trifluoromethyl)sulfonamido)-2,3-dihydrobenzofuran-3-yl)carbamic acid tert-butyl ester